CC1(OB(OC1(C)C)C1=CC=CC=2C(=COC21)C(F)(F)F)C 4,4,5,5-tetramethyl-2-(3-(trifluoromethyl)benzofuran-7-yl)-1,3,2-dioxaborolane